C1=NC=C(C2=CC=CC=C12)N1C(N(CC1C#N)C=1C=NC(=NC1)C)=O 3-(isoquinolin-4-yl)-1-(2-methylpyrimidin-5-yl)-2-oxoimidazolidine-4-carbonitrile